aluminium-magnesium-zirconium-scandium [Sc].[Zr].[Mg].[Al]